N,N-diethyl-2-mercaptonicotinamide C(C)N(C(C1=C(N=CC=C1)S)=O)CC